C(C)(C)C(C(NCCCCNC=O)=O)NC(CCC(N(CCOCCOCCC)C1CCNCC1)=O)=O 9-isopropyl-1,8,11,14-tetraoxo-15-(piperidin-4-yl)-18,21-dioxa-2,7,10,15-tetraazatetracosane